perfluoro nonylphenyl ether C(CCCCCCCC)C1=C(C=CC=C1)OF